1-aminoethyl-2-methylimidazole NC(C)C=1N=C(NC1)C